ClC1=CC=C(OCC(=O)NC23CC(C2)(C3)C(=O)NCCOC3=CC(=CC=C3)F)C=C1 3-[2-(4-chlorophenoxy)acetamido]-N-[2-(3-fluorophenoxy)ethyl]bicyclo-[1.1.1]pentane-1-carboxamide